5-(2-fluoro-6-methylphenyl)-3-(6-(4-(2-hydroxyethyl)piperazin-1-yl)pyrid-3-yl)-1H-pyrazolo[4,3-c]pyridazin-6(5H)-one FC1=C(C(=CC=C1)C)N1N=C2C(=CC1=O)NN=C2C=2C=NC(=CC2)N2CCN(CC2)CCO